COC=1C=C(C=CC1OC)C1=CC=NC=2N1N=C(C2)C(=O)N2C[C@@H](N(CC2)C(C2=C(C=CC=C2)OC)=O)C (S)-(7-(3,4-dimethoxyphenyl)pyrazolo[1,5-a]pyrimidin-2-yl)(4-(2-methoxybenzoyl)-3-methylpiperazin-1-yl)methanone